Ethyl-2-cyclopentenylacetate C(C)OC(CC1=CCCC1)=O